[Co].[Ni].[Se] Selenium nickel cobalt